4-[[5-(allylamino)-4-methyl-3-pyridinyl]methyl]-3-fluoro-N-(methylsulfamoyl)pyridin-2-amine C(C=C)NC=1C(=C(C=NC1)CC1=C(C(=NC=C1)NS(NC)(=O)=O)F)C